N1=CN=C(C2=C1C1=C(S2)N=C2C(=C1)COCC2)N 7,10-dihydro-8H-pyrano[3'',4'':5',6']pyrido[3',2':4,5]thieno[3,2-d]pyrimidin-4-amine